2-((1r,4r)-4-(5-Bromo-6-methoxy-2H-indazol-2-yl)cyclohexyl)ethan-1-ol BrC1=CC2=CN(N=C2C=C1OC)C1CCC(CC1)CCO